NC1=NC2=C(N1)C=C(C=C2)C=2C=C(C(=O)NCC1=CC=C(C=C1)C)C=CC2 3-(2-amino-1H-benzo[d]imidazol-6-yl)-N-(4-methylbenzyl)benzamide